2-chloro-N-(1-methyl-1H-tetrazol-5-yl)-4-methylsulfonyl-3-propylthiobenzamide ClC1=C(C(=S)NC2=NN=NN2C)C=CC(=C1CCC)S(=O)(=O)C